5-(trifluoromethyl)-1H-pyrazole FC(C1=CC=NN1)(F)F